N-(4-bromobenzo[d]thiazol-2-yl)-2,6-difluoro-4-(piperazin-1-yl)benzamide hydrochloride Cl.BrC1=CC=CC2=C1N=C(S2)NC(C2=C(C=C(C=C2F)N2CCNCC2)F)=O